N-(3-(2-oxa-5-azabicyclo[2.2.1]heptan-5-yl)-1H-pyrazolo[4,3-c]pyridin-6-yl)acetamide hydrochloride Cl.C12OCC(N(C1)C1=NNC3=C1C=NC(=C3)NC(C)=O)C2